ClCC(=O)N1CC(C1)CO 2-Chloro-1-(3-hydroxymethyl-azetidin-1-yl)-ethanone